(3-fluoro-4-(4-(trifluoromethyl)phenoxy)phenyl)methanol FC=1C=C(C=CC1OC1=CC=C(C=C1)C(F)(F)F)CO